BrC=1[Se]C(=CC1)Br 2,5-dibromoselenophene